8-(1-((1R,4R,5S)-2-azabicyclo[2.1.1]hexan-5-yl)-8-(2-cyanoethyl)-6-fluoro-2-methyl-4-((S)-1-((S)-1-methylpyrrolidin-2-yl)ethoxy)-1H-pyrrolo[3,2-c]quinolin-7-yl)-1-naphthonitrile [C@H]12NC[C@H]([C@@H]1N1C(=CC=3C(=NC=4C(=C(C(=CC4C31)CCC#N)C=3C=CC=C1C=CC=C(C31)C#N)F)O[C@@H](C)[C@H]3N(CCC3)C)C)C2